ethyl (2-methoxyphenyl)acetate COC1=C(C=CC=C1)CC(=O)OCC